ClC1=C(C=CC=C1)C1=C(C=C(C=C1)C(F)(F)F)NS(=O)(=O)C=1C=C(C(=O)O)C=CC1OC 3-(N-(2'-chloro-4-(trifluoromethyl)-[1,1'-biphenyl]-2-yl)sulfamoyl)-4-methoxybenzoic acid